2-dicyclohexylphosphino(phosphino)-2',6'-dimethoxy-1,1'-biphenyl C1(CCCCC1)P(C1=C(C=CC=C1P)C1=C(C=CC=C1OC)OC)C1CCCCC1